COC1=CC=C(CN(C2=CC(=CC(=N2)C2=C(C=C3C(=NC(=NC3=C2F)F)N2CC3CCC(C2)N3C(=O)OC(C)(C)C)SC(F)(F)F)C)CC3=CC=C(C=C3)OC)C=C1 tert-butyl 3-(7-(6-(bis(4-methoxybenzyl)amino)-4-methyl pyridin-2-yl)-2,8-difluoro-6-((trifluoromethyl)thio)quinazolin-4-yl)-3,8-diazabicyclo[3.2.1]octane-8-carboxylate